N-Methyl-N-nitrourea CN(C(=O)N)[N+](=O)[O-]